C1(CC1)CCC1=CN=C(C(=N1)N1CCC(CC1)C(=O)O)C=1C=C(C2=C(C=CO2)C1)F 1-(6-(2-cyclopropylethyl)-3-(7-fluorobenzofuran-5-yl)pyrazin-2-yl)piperidine-4-carboxylic acid